BrCC1=CC=C(C=C1)/C=C/S(=O)(=O)F (E)-2-(4-(bromomethyl)phenyl)ethene-1-sulfonyl fluoride